1-(3-(4'-Chloro-1',2'-dihydrospiro[cyclopropane-1,3'-pyrrolo[2,3-b]pyridin]-5'-yl)phenyl)piperidin-2-one ClC1=C2C(=NC=C1C=1C=C(C=CC1)N1C(CCCC1)=O)NCC21CC1